(s)-Methyl 2-(((3-(4-cyano 1H-pyrazol-1-yl)-1-((4-cyano-3-(trifluoromethyl)phenyl)amino)-2-methyl-1-oxopropan-2-yl)oxy)methyl)acrylate C(#N)C=1C=NN(C1)C[C@](C(=O)NC1=CC(=C(C=C1)C#N)C(F)(F)F)(C)OCC(C(=O)OC)=C